ClC1=CC=C2C(=C1)N1C3=C2C=CC=C3C=3C=CC=CC13 6-chloroindolo[3,2,1-jk]Carbazole